N-(1-(2-(methyl(2-(p-tolyloxy)ethyl)amino)-2-oxoethyl)-1H-pyrazol-4-yl)-3-(pyridin-3-yloxy)propanamide CN(C(CN1N=CC(=C1)NC(CCOC=1C=NC=CC1)=O)=O)CCOC1=CC=C(C=C1)C